4,7-Bis-dimethylamino-3,12,12a-trihydroxy-1,11-dioxo-10-propoxy-1,4,4a,5,5a,6,11,12a-octahydro-naphthacene-2-carboxylic acid amide CN(C1C(=C(C(C2(C(=C3C(C4=C(C=CC(=C4CC3CC12)N(C)C)OCCC)=O)O)O)=O)C(=O)N)O)C